FC(COC1=C(C=CC=C1)C1=NN=C(O1)[C@@H]1CC12CCN(CC2)S(=O)(=O)N)(F)F (1R)-1-{5-[2-(2,2,2-Trifluoroethoxy)phenyl]-1,3,4-oxadiazol-2-yl}-6-azaspiro[2.5]octan-6-sulfonamid